C(#N)C(C(=O)OC(C)(C)C)(C)C Tert-butyl 2-cyano-2-methylpropionate